norbornenyl-methylene dichloride C12(C=CC(CC1)C2)C(Cl)Cl